(R)-N-(4-(4-(2,2-difluoroethyl)piperazin-1-yl)-2-(difluoromethoxy)phenyl)-9-methyl-6-oxo-6,7,8,9-tetrahydropyrido[3',2':4,5]pyrrolo[1,2-a]pyrazine-2-carboxamide FC(CN1CCN(CC1)C1=CC(=C(C=C1)NC(=O)C=1C=CC=2C=C3N([C@@H](CNC3=O)C)C2N1)OC(F)F)F